8-((3S,5S)-3,5-dimethylpiperazin-1-yl)-4-(1-methyl-1H-1,2,3-triazol-4-yl)-N-(1-methylcyclopropyl)-2-(trifluoromethyl)quinazoline-6-sulfonamide C[C@H]1CN(C[C@@H](N1)C)C=1C=C(C=C2C(=NC(=NC12)C(F)(F)F)C=1N=NN(C1)C)S(=O)(=O)NC1(CC1)C